4-(1-cyclohexyl-4-(p-tolyl)-1H-imidazol-5-yl)-1H-pyrrolo[2,3-b]Pyridine C1(CCCCC1)N1C=NC(=C1C1=C2C(=NC=C1)NC=C2)C2=CC=C(C=C2)C